OC=1C=C(C=CC1)C=1C(OC2=CC=C(C=C2C1C)O)C1=CC=C(C=C1)\C=C/CNCCCCCCCCCSCCCC(C(F)(F)F)(F)F 3-(3-hydroxyphenyl)-4-methyl-2-(4-{(Z)-3-[9-(4,4,5,5,5-pentafluoropentylsulfanyl)nonylamino]propenyl}phenyl)-2H-chromen-6-ol